FC(C1=C(C=C2CCCN(C2=C1)C1=NC(=C2C=C(C(N(C2=C1)C)=O)C)C=1CCOCC1)C=1C(N(C=CC1)C)=O)F 7-(7-(difluoromethyl)-6-(1-methyl-2-oxo-1,2-dihydropyridin-3-yl)-3,4-dihydro-quinolin-1(2H)-yl)-5-(3,6-dihydro-2H-pyran-4-yl)-1,3-dimethyl-1,6-naphthyridin-2(1H)-one